methyl 4-(2-chloro-4-fluorophenyl)-6-(3-(methoxy(methyl)carbamoyl)bicyclo[1.1.1]pentan-1-yl)-2-(thiazol-2-yl)-1,4-dihydropyrimidine-5-carboxylate ClC1=C(C=CC(=C1)F)C1N=C(NC(=C1C(=O)OC)C12CC(C1)(C2)C(N(C)OC)=O)C=2SC=CN2